FC=1C=C(C(=O)N[C@@H](C(=O)NCCC(=O)O)CCNC(C2=CC(=C(C=C2)B2OC(C(O2)(C)C)(C)C)F)=O)C=CC1B1OC(C(O1)(C)C)(C)C (R)-3-(2,4-bis(3-fluoro-4-(4,4,5,5-tetramethyl-1,3,2-dioxaborolan-2-yl)benzamido)butanamido)propanoic acid